3-({[(3R)-6,6-dimethylpiperidin-3-yl]carbonyl}amino)-1H-indazole-1-carboxylic acid propan-2-yl ester hydrochloride Cl.CC(C)OC(=O)N1N=C(C2=CC=CC=C12)NC(=O)[C@H]1CNC(CC1)(C)C